C(C)(C)C1=C(C=CC(=O)OC)C=C(C=C1)C(C)C methyl 2,5-diisopropylcinnamate